Diethyl (4-(8-(2,6-dimethylphenethyl)-2,6-dioxo-1-(prop-2-yn-1-yl)-1,2,6,7-tetrahydro-3H-purin-3-yl)butyl)phosphonate CC1=C(CCC2=NC=3N(C(N(C(C3N2)=O)CC#C)=O)CCCCP(OCC)(OCC)=O)C(=CC=C1)C